tetrahydropyrazolo1,5-naphthyridine N1CCCC=2NC=C3C(C12)=CN=N3